BrC1=C2C=CC(=NC2=C(C=C1)C)C(=O)OC methyl 5-bromo-8-methylquinoline-2-carboxylate